FC1=C(C[C@@H](N)C(=O)O)C=CC=C1 2-fluoro-D-phenylalanine